The molecule is a steroid lactone that is a derivative of ergostanoid, isolated from the culture extract of Aspergillus ochraceus. It has a role as an antineoplastic agent and an Aspergillus metabolite. It is a steroid lactone and a 3beta-hydroxy steroid. C[C@H](CCC(=C)C(C)C)[C@H]1CC[C@@H]2[C@@]1(CCC3=C2OC(=O)[C@@H]4[C@@]3(CC[C@@H](C4)O)C)C